ClC1=NC(=CC(=C1)C=1C(=NN2C1N=C(C=C2)O[C@@H]2CNCC2)C=2C=C(C#N)C=CC2)C 3-[3-(2-chloro-6-methyl-4-pyridinyl)-5-[(3S)-pyrrolidin-3-yl]oxy-pyrazolo[1,5-a]pyrimidin-2-yl]benzonitrile